O1CC(C1)COC1=CC=2N(C=C1)C=CN2 7-(oxetan-3-ylmethoxy)imidazo[1,2-a]pyridine